2-hydroxy-2-(3-(trifluoromethyl)phenyl)acetic acid OC(C(=O)O)C1=CC(=CC=C1)C(F)(F)F